C(C)(=O)OC1CC2C3C=CCC3C1C2 3a,4,5,6,7,7a-hexahydro-4,7-methanoinden-6-yl acetate